(S)-3-(5-bromothiazol-2-yl)-2-((R)-1-(tert-butoxycarbonyl)pyrrolidin-3-yl)propanoic acid BrC1=CN=C(S1)C[C@H](C(=O)O)[C@@H]1CN(CC1)C(=O)OC(C)(C)C